OC1=C2C(C=C(OC2=CC(=C1)O)C1=CC=C(C=C1)OC)=O 5,7-dihydroxyl-4'-methoxyflavone